FC1=CC=C(CC=2C=NN(C2)C(=O)N[C@@H]2C(N(C3=C(OC2)C=CC(=C3)C#CC3=NC(=CC=C3)C)C)=O)C=C1 (S)-4-(4-fluorobenzyl)-N-(5-methyl-7-((6-methylpyridin-2-yl)ethynyl)-4-oxo-2,3,4,5-tetrahydrobenzo[b][1,4]oxazepin-3-yl)-1H-pyrazole-1-carboxamide